2-(m-tolyl)cyclopropane-1-amine C1(=CC(=CC=C1)C1C(C1)N)C